C(C(C)C)C1=CC(=C(S1)S(=O)(=O)NC(OC)=O)C1=CC=C(C=C1)CN1C(=NC=C1)C1(COC1)C Methyl (5-isobutyl-3-(4-((2-(3-methyloxetan-3-yl)-1H-imidazol-1-yl)methyl)phenyl)thiophen-2-yl)sulfonylcarbamate